3-(naphthalen-2-yl)but-3-en-2-one C1=C(C=CC2=CC=CC=C12)C(C(C)=O)=C